FC=1C=C(C=CC1)C1=NC(=CC2=C1N=CN(C2=O)[C@H](CO)C)C2=CC=C(C=C2)C (S)-8-(3-fluorophenyl)-3-(1-hydroxy-prop-2-yl)-6-(p-tolyl)pyrido[3,4-d]pyrimidin-4(3H)-one